methyl (S)-4-(2-(4-(3-((4-cyano-2-fluorobenzyl)oxy)-1H-pyrazol-1-yl)-2,5-difluorophenyl)acetamido)-3-((oxetan-2-ylmethyl)amino)benzoate C(#N)C1=CC(=C(COC2=NN(C=C2)C2=CC(=C(C=C2F)CC(=O)NC2=C(C=C(C(=O)OC)C=C2)NC[C@H]2OCC2)F)C=C1)F